ClC1=CC=C(OC(C(=O)N(C)CCN(C2=CC=CC=3SC(=CC32)C([O-])=N)C)(C)C)C=C1 4-((2-(2-(4-chlorophenoxy)-N,2-dimethylpropanamido)ethyl)(methyl)amino)benzo[b]thiophene-2-carbimidate